CC1=NSC(=C1C(C#CC1CCN(CC1)C(=O)OC(C)(C)C)=O)C tert-Butyl 4-(3-(3,5-dimethylisothiazol-4-yl)-3-oxoprop-1-yn-1-yl)piperidine-1-carboxylate